diethoxybisphenol A dimethacrylate C(C(=C)C)(=O)O.C(C(=C)C)(=O)O.C(C)OC=1C(=C(O)C=CC1C(C)(C)C1=CC=C(C=C1)O)OCC